2-(2,3,5-triazolylazo)-5-dimethylaminobenzoic acid C=1(NN=CN1)N=NC1=C(C(=O)O)C=C(C=C1)N(C)C